Ethyl 1-(2-(benzyloxy) ethyl)-5-bromo-4-methyl-1H-pyrrole-3-carboxylate C(C1=CC=CC=C1)OCCN1C=C(C(=C1Br)C)C(=O)OCC